OC1=C(C=CC=C1)C1=CC(=CC=C1)CC1N(CCCC1NS(=O)(=O)C)C(=O)OC(C)(C)C tert-butyl 2-((2'-hydroxy-[1,1'-biphenyl]-3-yl)methyl)-3-(methyl-sulfonamido)piperidine-1-carboxylate